C(C)S(=O)(=O)C=1C=C(C=NC1N1N=C(C=C1)C)C1=NC=2N(C=C1)N=C(C2)C(F)(F)F 5-(5-(ethylsulfonyl)-6-(3-methyl-1H-pyrazol-1-yl)pyridin-3-yl)-2-(trifluoromethyl)pyrazolo[1,5-a]pyrimidine